N-[2-(5-chloro-thiophen-2-yl)-imidazo[1,2-a]pyridin-7-yl]-methyl-amine ClC1=CC=C(S1)C=1N=C2N(C=CC(=C2)NC)C1